(4-(difluoromethoxy)benzyl)triphenylphosphonium bromide [Br-].FC(OC1=CC=C(C[P+](C2=CC=CC=C2)(C2=CC=CC=C2)C2=CC=CC=C2)C=C1)F